C(C)O\C=C(/C(=O)OCC)\C(C)=O ethyl (Z)-2-(ethoxymethylene)-3-oxobutanoate